(2S,4S)-tert-butyl 4-(((((9H-fluoren-9-yl)methoxy)carbonyl)amino)methyl)-2-((6-bromopyridin-2-yl)carbamoyl)pyrrolidine-1-carboxylate C1=CC=CC=2C3=CC=CC=C3C(C12)COC(=O)NC[C@@H]1C[C@H](N(C1)C(=O)OC(C)(C)C)C(NC1=NC(=CC=C1)Br)=O